ClC1=C(C=CC=C1SC=1N=CN(C1)C1CCN(CC1)C)C1=C(C(=CC=C1)C=1OC2=C(N1)C=C(C=C2C#N)CN2C[C@@H](CC2)C(=O)O)C (R)-1-((2-(2'-chloro-2-methyl-3'-((1-(1-methylpiperidin-4-yl)-1H-imidazol-4-yl)thio)-[1,1'-biphenyl]-3-yl)-7-cyanobenzo[d]oxazol-5-yl)methyl)pyrrolidine-3-carboxylic acid